2-((4-(6-((5-cyanoquinolin-8-yl)methoxy)pyridin-2-yl)piperidin-1-yl)methyl)-1-(2-methoxyethyl)-1H-benzo[d]imidazole-6-carboxylic acid C(#N)C1=C2C=CC=NC2=C(C=C1)COC1=CC=CC(=N1)C1CCN(CC1)CC1=NC2=C(N1CCOC)C=C(C=C2)C(=O)O